ketene methyl (vinyl) acetal C(=C)OC(=C)OC